C(#N)CNC(=O)C1=CN(C=C1)C1=NC(=NC=C1)NC1=CC=C(C=C1)C1CCNCC1 N-(Cyanomethyl)-1-(2-((4-(piperidin-4-yl)phenyl)amino)pyrimidin-4-yl)-1H-pyrrole-3-carboxamide